N,N-di(2-hydroxyethyl)-N-(2-hydroxypropyl)amine sulfamate S(N)(O)(=O)=O.OCCN(CC(C)O)CCO